FCCC1=C([C@@H](C2=C(N1)CCC2=O)C2=CC=CC=C2)C(=O)OC methyl (R)-2-(fluoro ethyl)-5-oxo-4-phenyl-4,5,6,7-tetrahydro-1H-cyclopenta[b]pyridine-3-carboxylate